BromodeoxyUridine C1[C@@H]([C@H](O[C@H]1N2C=C(C(=O)NC2=O)Br)CO)O